4-fluoro-6-[2-(triazol-2-yl)ethoxy]Indane-2-carbaldehyde FC1=C2CC(CC2=CC(=C1)OCCN1N=CC=N1)C=O